[Fe].[Cr].[Ti].[V] vanadium-titanium-chromium-iron